ClCCNC(O)=O (2-chloroethyl)-carbamic acid